(S)-N-((S)-1-cyano-2-(6-(3-methyl-2-oxo-2,3-dihydrobenzo[d]oxazol-5-yl)pyridazin-3-yl)ethyl)-1,4-oxazepane-2-carboxamide C(#N)[C@H](CC=1N=NC(=CC1)C=1C=CC2=C(N(C(O2)=O)C)C1)NC(=O)[C@H]1OCCCNC1